(1R,5S)-3-(4-iodo-1-(1-(tetrahydro-2H-pyran-2-yl)-1H-pyrazol-3-yl)-1H-pyrazolo[3,4-b]pyridine-6-yl)-8-oxa-3-azabicyclo[3.2.1]octane IC1=C2C(=NC(=C1)N1C[C@H]3CC[C@@H](C1)O3)N(N=C2)C2=NN(C=C2)C2OCCCC2